3-Cyclopropyl-6-(2,4-dimethoxypyrimidin-5-yl)-4-((1S,2R)-2-isopropylcyclopropyl)pyridazine C1(CC1)C=1N=NC(=CC1[C@@H]1[C@H](C1)C(C)C)C=1C(=NC(=NC1)OC)OC